(S)-1-(1,5-dihydrobenzo[e][1,3]dioxepin-3-yl)ethane-1,2-diol C1OC(OCC2=C1C=CC=C2)[C@H](CO)O